2-methoxy-N-phenethyl-6-(pyridin-3-yl)-1H-benzo[d]imidazole-1-carboxamide COC1=NC2=C(N1C(=O)NCCC1=CC=CC=C1)C=C(C=C2)C=2C=NC=CC2